[Sn].[W].[Li] lithium tungsten tin